(R/S)-1-(1-naphthyl)ethyl-ammonium chloride [Cl-].C1(=CC=CC2=CC=CC=C12)[C@@H](C)[NH3+] |r|